BrC=1C=C(C=CC1)N1N=CC2=C1NC([C@H]([C@@H]2C2=CC(=CC=C2)[N+](=O)[O-])NC(C2=CC(=CC=C2)C(F)(F)F)=O)=O |r| rac-N-((4R,5S)-1-(3-bromophenyl)-4-(3-nitrophenyl)-6-oxo-4,5,6,7-tetrahydro-1H-pyrazolo[3,4-b]pyridin-5-yl)-3-(trifluoromethyl)benzamide